9-(2-chloro-6-methoxy-4-prop-1-ynyl-phenyl)-3-azoniaspiro[5.5]undecane-8,10-dione hydrochloride Cl.ClC1=C(C(=CC(=C1)C#CC)OC)C1C(CC2(CC[NH2+]CC2)CC1=O)=O